(2-(9H-carbazol-9-yl)-[1,1'-biphenyl]-3-yl)boronic acid C1=CC=CC=2C3=CC=CC=C3N(C12)C1=C(C=CC=C1B(O)O)C1=CC=CC=C1